6-chloro-3-[3-(trifluoromethyl)phenyl]imidazo[1,2-b]pyridazine ClC=1C=CC=2N(N1)C(=CN2)C2=CC(=CC=C2)C(F)(F)F